FC1=CC=C(CN)C=C1 Para-fluorobenzylamine